C1(CCC(N1OC(=O)N1C(C=CC=C1)SSC(C1=CC=CC=C1O)C)=O)=O N-succinimidyl-oxycarbonyl-α-methyl-α-(2-pyridyldithio)cresol